[5-[(E)-2-ethoxyvinyl]-2-methyl-phenyl]acetic acid C(C)O/C=C/C=1C=CC(=C(C1)CC(=O)O)C